NC=1C(=NN(C1)C1CCC(CC1)C(=O)OC)C(F)F Methyl (1R,4R)-4-(4-amino-3-(difluoromethyl)-1H-pyrazol-1-yl)cyclohexane-1-carboxylate